(9Z)-12-bromo-9-dodecenyl acetate C(C)(=O)OCCCCCCCC\C=C/CCBr